[(1S)-1-(2-amino-2-oxo-ethyl)prop-2-ynyl]pyrrolidine-2-carboxamide NC(C[C@@H](C#C)N1C(CCC1)C(=O)N)=O